(1R)-1-[2-(5-{1-[(6,7-dimethoxy-2-methylquinazolin-4-yl)amino]ethyl}thiophen-2-yl)phenyl]propan-1-ol COC=1C=C2C(=NC(=NC2=CC1OC)C)NC(C)C1=CC=C(S1)C1=C(C=CC=C1)[C@@H](CC)O